C(C)(C)(C)NC=1OC(C=C(N1)C1=CC=CC=C1)=O 2-(tert-butylamino)-4-phenyl-6H-1,3-oxazin-6-one